4-chloro-N-(1,1-dimethylsilazepan-4-yl)-6-methyl-1H-pyrrolo[2,3-b]pyridine-2-carboxamide ClC1=C2C(=NC(=C1)C)NC(=C2)C(=O)NC2CN[Si](CCC2)(C)C